(S)-6-hydroxy-3,8-diazabicyclo[3.2.1]octane-8-carboxylate OC1C2CNC[C@H](C1)N2C(=O)[O-]